tert-butyl (2R,5S)-4-(7-(4-chloropyridin-2-yl)-5-propoxy-7H-pyrrolo[2,3-d]pyrimidin-4-yl)-2,5-dimethylpiperazine-1-carboxylate ClC1=CC(=NC=C1)N1C=C(C2=C1N=CN=C2N2C[C@H](N(C[C@@H]2C)C(=O)OC(C)(C)C)C)OCCC